N1=CC(=C2N1N=CC=C2)CC=2C=NC1=CC=CC=C1C2 3-(pyrazolo[1,5-b]pyridazin-3-ylmethyl)quinolin